(6-chloro-1H-benzo[d]imidazol-2-yl)methanamine ClC=1C=CC2=C(NC(=N2)CN)C1